BrC=1N=CC(=NC1)N1CCC2(CC1)[C@@H](C1=CC=CC=C1C2)NS(=O)C(C)(C)C N-((S)-1'-(5-Bromopyrazin-2-yl)-1,3-dihydrospiro[indene-2,4'-piperidin]-1-yl)-2-methylpropane-2-sulfinamide